4-((1-((tert-butoxycarbonyl)amino)-3-hydroxypropan-2-yl)amino)-4-oxobut-2-enoic acid C(C)(C)(C)OC(=O)NCC(CO)NC(C=CC(=O)O)=O